ethyl 6-(4-(2-(azetidin-1-yl)pyridin-3-yl)piperazin-1-yl)-2-azaspiro[3.4]octane-2-carboxylate N1(CCC1)C1=NC=CC=C1N1CCN(CC1)C1CC2(CN(C2)C(=O)OCC)CC1